N-(3-Chloro-5-(2-(4-chlorophenyl)propan-2-yl)phenyl)-5-(2-(methylsulfonyl)propan-2-yl)benzo[b]thiophen-2-carboxamid ClC=1C=C(C=C(C1)C(C)(C)C1=CC=C(C=C1)Cl)NC(=O)C1=CC2=C(S1)C=CC(=C2)C(C)(C)S(=O)(=O)C